(S)-3-(trifluoromethyl)-5,6,6a,7,9,10-hexahydro-8H-pyrazino[1,2-a]pyrido[3,2-e]pyrazin FC(C1=CC=2NC[C@H]3N(C2N=C1)CCNC3)(F)F